ClC1=NC=C(C=N1)C(C)O 1-(2-Chloropyrimidin-5-yl)-ethan-1-ol